FC(C1=C(C=CC(=C1)C#CCN1CCC2=CC=C(C=C12)C(=O)O)C1=CC=CC=C1)(F)F 1-{3-[2-(trifluoromethyl)[1,1'-biphenyl]-4-yl]prop-2-ynyl}-2,3-dihydro-1H-indole-6-carboxylic acid